3-(3-{[(4-methoxybenzyl)oxy]methyl}-4-Methylphenyl)-2,2-dimethylpropanol COC1=CC=C(COCC=2C=C(C=CC2C)CC(CO)(C)C)C=C1